4-[4-(4-benzyloxyphenyl)furan-3-yl]phenol C(C1=CC=CC=C1)OC1=CC=C(C=C1)C=1C(=COC1)C1=CC=C(C=C1)O